potassium 5-(tert-butyl)-1,2,4-oxadiazole-3-carboxylate C(C)(C)(C)C1=NC(=NO1)C(=O)[O-].[K+]